4,5-dichloro-2-[2-(4-methylphenyl)-2-oxo-ethyl]pyridazin-3-one ClC=1C(N(N=CC1Cl)CC(=O)C1=CC=C(C=C1)C)=O